N-benzyl-3-(4-{[(3S,4R)-3-fluoro-1-methylpiperidin-4-yl]amino}-1-(2,2,2-trifluoroethyl)-1H-indol-2-yl)-1,2,4-oxadiazole-5-carboxamide C(C1=CC=CC=C1)NC(=O)C1=NC(=NO1)C=1N(C2=CC=CC(=C2C1)N[C@H]1[C@H](CN(CC1)C)F)CC(F)(F)F